7-chloro-5-methoxy-2-methyl-1,2,3,4-tetrahydro-1,8-naphthyridin ClC1=CC(=C2CCC(NC2=N1)C)OC